O=C1NC(CCC1N1C(C2=CC=CC(=C2C1=O)NCC=1N=NN(C1)CC1CN(CCC1)C(=O)OC(C)(C)C)=O)=O tert-Butyl 3-((4-(((2-(2,6-Dioxopiperidin-3-yl)-1,3-dioxoisoindolin-4-yl)amino)methyl)-1H-1,2,3-triazol-1-yl)methyl)piperidine-1-carboxylate